3',5,7-trihydroxyisoflavone OC=1C=C(C2=COC3=CC(=CC(=C3C2=O)O)O)C=CC1